COC(C(=NOC)C1=C(C=CC=C1)CCl)=O 2-(2-chloromethylphenyl)-2-methoxyiminoacetic acid methyl ester